Cl.FC1(OC2=C(O1)C=CC(=C2)C2(CC2)C(=O)NC2=CC=C(C(=N2)C=2C=C(C(=O)O)C=CC2)C)F 3-(6-(1-(2,2-difluorobenzo[d][1,3]dioxol-5-yl)cyclopropanecarboxamido)-3-methylpyridin-2-yl)benzoic acid HCL salt